6-[bis(4-chlorophenyl)methyl]-4-[(1-trifluoromethanesulfonyl-piperidin-4-yl)amino]quinolin-8-ol ClC1=CC=C(C=C1)C(C=1C=C2C(=CC=NC2=C(C1)O)NC1CCN(CC1)S(=O)(=O)C(F)(F)F)C1=CC=C(C=C1)Cl